N1=C(C=CC=C1)SS[C@@H]1CC[C@H](CC1)OC(O)=O.C(OC1=CC=C(C=C1)[N+](=O)[O-])(O)=O 4-nitrophenyl carbonate (trans-4-(pyridin-2-yldithio)cyclohexyl)carbonate